4-amino-1-cyclohexyl-1H-pyrazolo[3,4-d]pyrimidine-3-carboxylic acid NC1=C2C(=NC=N1)N(N=C2C(=O)O)C2CCCCC2